2,4-Difluoro-3',5'-dinitro-1,1'-biphenyl FC1=C(C=CC(=C1)F)C1=CC(=CC(=C1)[N+](=O)[O-])[N+](=O)[O-]